2,5-difluoro-4-(3-oxo-5,6,7,8-tetrahydro[1,2,4]triazolo[4,3-a]pyridin-2(3H)-yl)benzonitrile FC1=C(C#N)C=C(C(=C1)N1N=C2N(CCCC2)C1=O)F